C(CCC)OC1=CC=C(C=C1)S(=O)(=O)NCCCN1CCC(CC1)CC1=CC(=C(C=C1)Cl)Cl 4-butoxy-N-(3-(4-(3,4-dichlorobenzyl)piperidinyl)propyl)benzenesulfonamide